COC=1C=C(C=C2C(=NC=NC12)NCC=1N=NC(=CC1)C)C=1SC=C(N1)C(F)(F)F 8-methoxy-N-((6-methylpyridazin-3-yl)methyl)-6-(4-(trifluoromethyl)thiazol-2-yl)quinazolin-4-amine